C(C1=CC=CC=C1)OC(=O)[C@@](C(=O)N(C)OC)(C)N (S)-2-benzyloxycarbonyl-amino-N-methoxy-N-methylpropanamide